(3-carbamoyl-5-(2-methylpyrimidin-5-yl)-1H-thieno[3,2-c]pyrazol-1-yl)acetic acid C(N)(=O)C=1C2=C(N(N1)CC(=O)O)C=C(S2)C=2C=NC(=NC2)C